(3R,4R)-1-Cyclopentyl-4-{[5-(2,4,6-trifluoro-phenyl)-isoxazole-3-carbonyl]-amino}-piperidine-3-carboxylic acid ((R)-1-pyridin-2-yl-ethyl)-amide N1=C(C=CC=C1)[C@@H](C)NC(=O)[C@@H]1CN(CC[C@H]1NC(=O)C1=NOC(=C1)C1=C(C=C(C=C1F)F)F)C1CCCC1